7-(4-bromobutoxy)quinoline BrCCCCOC1=CC=C2C=CC=NC2=C1